C(C=C)(=O)N1[C@@H](C[C@H](C1)F)COC=1C(=NC=NC1N)C=1C(=C(C=C(C1)F)NC(C1=C(C=C(C=C1)C1CC1)F)=O)C N-(3-(5-(((2S,4R)-1-Acryloyl-4-fluoropyrrolidin-2-yl)methoxy)-6-aminopyrimidin-4-yl)-5-fluoro-2-methylphenyl)-4-cyclopropyl-2-fluorobenzamide